tert-butyl 3-((4-fluoro-2-(trifluoromethyl)phenyl)(hydroxy)methyl)-5,6-dihydroimidazo[1,2-a]pyrazine-7(8H)-carboxylate FC1=CC(=C(C=C1)C(C1=CN=C2N1CCN(C2)C(=O)OC(C)(C)C)O)C(F)(F)F